N-[4-({cis-2-[(benzyloxy)methyl]tetrahydro-2H-pyran-4-yl}amino)-6-chloroquinolin-3-yl]cyclobutanecarboxamide C(C1=CC=CC=C1)OC[C@@H]1OCC[C@@H](C1)NC1=C(C=NC2=CC=C(C=C12)Cl)NC(=O)C1CCC1